(2R,3R,4R,5R)-5-(6-benzamido-9H-purin-9-yl)-2-((bis(4-methoxyphenyl) (phenyl) methoxy)methyl)-4-fluorotetrahydrofuran-3-yl (2-cyanoethyl) diisopropyl-phosphoramidite C(C)(C)N(P(O[C@@H]1[C@H](O[C@H]([C@@H]1F)N1C2=NC=NC(=C2N=C1)NC(C1=CC=CC=C1)=O)COC(C1=CC=CC=C1)(C1=CC=C(C=C1)OC)C1=CC=C(C=C1)OC)OCCC#N)C(C)C